2-(trifluoromethylsulfonyloxy)cyclopent-1-enecarboxylic acid methyl ester COC(=O)C1=C(CCC1)OS(=O)(=O)C(F)(F)F